F[P-](F)(F)(F)(F)F.F[P-](F)(F)(F)(F)F.[Ru+2].C1(=CC=CC=C1)C1=CC=NC2=C3N=CC=C(C3=CC=C12)C1=CC=CC=C1.C1(=CC=CC=C1)C1=CC=NC2=C3N=CC=C(C3=CC=C12)C1=CC=CC=C1.C1(=CC=CC=C1)C1=CC=NC2=C3N=CC=C(C3=CC=C12)C1=CC=CC=C1 tris(4,7-diphenyl-1,10-phenanthroline) ruthenium (II) bis(hexafluorophosphate)